O[C@H]1CC[C@@H](OC1)C(=O)OCC1=CC=CC=C1 |r| rac-Benzyl (2R,5S)-5-hydroxytetrahydro-2H-pyran-2-carboxylate